ClC=1C=C(C=CC1Cl)C#CC(C)=O 4-(3,4-dichlorophenyl)but-3-yn-2-one